FC1=C(C=C(C=C1)N1C(=C(C2=C(C=CC=C12)OC)C1CC(CCC1)=O)C(C)C)C 3-[1-(4-fluoro-3-methyl-phenyl)-2-isopropyl-4-methoxy-indol-3-yl]Cyclohexanone